NC(C(=O)O)CNCS(=O)(=O)O 2-amino-3-sulfomethylaminopropionic acid